Tert-butyl 2-(((cyclobutylmethyl)amino)methyl)-6-((4-(6-(methylthio)-1-(tetrahydro-2H-pyran-2-yl)-1H-indazol-4-yl)-1H-1,2,3-triazol-1-yl)methyl)-1H-indole-1-carboxylate C1(CCC1)CNCC=1N(C2=CC(=CC=C2C1)CN1N=NC(=C1)C1=C2C=NN(C2=CC(=C1)SC)C1OCCCC1)C(=O)OC(C)(C)C